(benzyloxy)-5-chloro-6-fluoro-8-(methylthio)imidazo[1',2':1,2]pyrido[4,3-d]pyrimidine C(C1=CC=CC=C1)OC=1N=C2N(C(=C(C=3N=C(N=CC32)SC)F)Cl)C1